C(C)(C)(C)OC(N[C@H]1[C@@H]2N(C[C@H]1C[C@@H]2O)[C@@H](C)C2=CC=CC=C2)=O N-[(1S,4R,6S,7R)-6-hydroxy-2-[(1S)-1-phenylethyl]-2-azabicyclo[2.2.1]hept-7-yl]carbamic acid tert-butyl ester